CN1CC(C1)(C)[C@@](C=1C=C(C=NC1)C1C(C1)C(C)(C)O)(C1=CC=C(C=C1)C(C)C)O 2-(2-{5-[(R)-(1,3-Dimethyl-azetidin-3-yl)-hydroxy-(4-isopropyl-phenyl)-methyl]-pyridin-3-yl}-cyclopropyl)-propan-2-ol